NC1=C2N=CN(C2=NC(=N1)F)[C@H]1C[C@@H]([C@@](O1)(C#C)COP(=O)(OC1=CC=CC=C1)N[C@@H](CC1=CC=CC=C1)C(=O)OCCCCC(C(C(C(F)(F)F)(F)F)(F)F)(F)F)O 5,5,6,6,7,7,8,8,8-nonafluorooctyl ((((2R,3S,5R)-5-(6-amino-2-fluoro-9H-purin-9-yl)-2-ethynyl-3-hydroxytetrahydrofuran-2-yl)methoxy)(phenoxy)phosphoryl)-L-phenylalaninate